7-((tert-butoxycarbonyl)amino)quinoline-3-carboxylic acid ethyl ester C(C)OC(=O)C=1C=NC2=CC(=CC=C2C1)NC(=O)OC(C)(C)C